NCC(CCC)O 1-aminopentane-2-ol